C[C@@]12CCC[C@@]3([C@@H]1[C@@H]([C@]45[C@H]3CC[C@](C4)(C(=C)[C@H]5O)O)C(=O)O)OC2=O The molecule is a C19-gibberellin, initially identified in Helianthus annuus. It differs from gibberellin A1 in the absence of an OH group at C-2 and the presence of a beta-OH at C-9 (all gibbane numbering). It has a role as a plant metabolite. It is a C19-gibberellin, a gibberellin monocarboxylic acid and a lactone.